C(C)OC(=O)[C@@H]1CC[C@H](CC1)N1C(N=C(C=C1)NC(C1=CC=CC=C1)=O)=O trans-4-(4-benzamido-2-oxopyrimidin-1(2H)-yl)cyclohexane-1-carboxylic acid ethyl ester